(1S,2R)-2-((S)-5-Chloro-8-((1-methyl-1H-1,2,3-triazol-4-yl)methoxy)-1-(((R)-4-methyl-2-oxopyrrolidin-1-yl)methyl)-1,2,3,4-tetrahydroisochinolin-2-carbonyl)-1-methylcyclohexan ClC1=C2CCN([C@@H](C2=C(C=C1)OCC=1N=NN(C1)C)CN1C(C[C@H](C1)C)=O)C(=O)[C@H]1[C@H](CCCC1)C